C(N)(=N)C=1C=C(SC1)CNC(=O)[C@H]1N(CC2(OCCO2)C1)C(CNC(CCCOC1=CC=C(C=C1)C)=O)=O (S)-N-((4-carbamimidoylthiophen-2-yl)methyl)-7-((4-(p-tolyloxy)-butanoyl)-glycyl)-1,4-dioxa-7-azaspiro[4.4]nonane-8-carboxamide